methyl 6-amino-2-chloro-3-methoxy-benzoate NC1=CC=C(C(=C1C(=O)OC)Cl)OC